2-chloro-5-((1-methyl-1H-pyrazol-4-yl)ethynyl)-4-(4-(trifluoromethoxy)piperidin-1-yl)pyridine ClC1=NC=C(C(=C1)N1CCC(CC1)OC(F)(F)F)C#CC=1C=NN(C1)C